CN(C1(CCC2(CN(C(N2)=O)C=2C=NC(=CC2C)C(F)(F)F)CC1)C1=CC(=CC=C1)OC)C cis-8-dimethylamino-8-(3-methoxyphenyl)-3-[4-methyl-6-(trifluoromethyl)-pyridin-3-yl]-1,3-diazaspiro[4.5]decan-2-one